9-(Difluoro-methyl)-7-fluoro-8-(6-fluoro-1-methylsulfonyl-1H-indol-4-yl)-1,4,4-trimethyl-5H-[1,2,4]triazolo[4,3-a]quinoxaline FC(C=1C(=C(C=C2NC(C=3N(C12)C(=NN3)C)(C)C)F)C3=C1C=CN(C1=CC(=C3)F)S(=O)(=O)C)F